(5-methylpyrimidin-2-yl)methanol CC=1C=NC(=NC1)CO